COC(C1=C(C=C(C=C1)F)OC1COC1)=O 4-Fluoro-2-(oxetan-3-yloxy)benzoic acid methyl ester